2-(3-chloro-4-fluorophenyl)-1,3-dioxolane ClC=1C=C(C=CC1F)C1OCCO1